ClC1=C(OC2C[C@H]3CC[C@@H](C2)N3C(=O)OC(C)(C)C)C=CC(=C1)S(N(C=1SC=CN1)CC1=C(C=C(C=C1)OC)OC)(=O)=O tert-butyl (1R,3r,5S)-3-(2-chloro-4-(N-(2,4-dimethoxybenzyl)-N-(thiazol-2-yl)sulfamoyl)phenoxy)-8-azabicyclo[3.2.1]octane-8-carboxylate